tetramethyl-ammonium iodate I(=O)(=O)[O-].C[N+](C)(C)C